O1C=CC2=C1C=C(C=C2)C=2C=C1CCN(CC1=CC2)C(=O)NC2=CNC1=CC=C(C=C21)Cl 6-(Benzofuran-6-yl)-N-(5-chloro-1H-indol-3-yl)-3,4-dihydroisoquinoline-2(1H)-carboxamide